C(CCCCCCCCCCC\C=C/CCCCCCCC)O (Z)-docosa-13-en-1-ol